tert-butyl 4-phenyl-4-[[6-(trifluoromethoxy)-3-pyridyl]sulfonylamino]piperidine-1-carboxylate C1(=CC=CC=C1)C1(CCN(CC1)C(=O)OC(C)(C)C)NS(=O)(=O)C=1C=NC(=CC1)OC(F)(F)F